NC=1C=C(C=C(C1)C(F)(F)F)[C@@H](C)NC1=NC(=NC2=CC=C(C=C12)OC[C@H]1N(CCC1)C)C N-((R)-1-(3-amino-5-(trifluoromethyl)phenyl)ethyl)-2-methyl-6-(((S)-1-methylpyrrolidin-2-yl)methoxy)quinazolin-4-amine